N1-(5-(tert-butyl)-[1,1'-biphenyl]-2-yl)-N4,N4-diphenylbenzene-1,4-diamine C(C)(C)(C)C=1C=CC(=C(C1)C1=CC=CC=C1)NC1=CC=C(C=C1)N(C1=CC=CC=C1)C1=CC=CC=C1